ClC1=C(CNC(=O)[C@]2(C=3C=CC=NC3[C@](CC2)(O)CF)F)C=CC(=C1)Cl (5S,8S)-N-(2,4-dichlorobenzyl)-5-fluoro-8-(fluoromethyl)-8-hydroxy-5,6,7,8-tetrahydroquinoline-5-carboxamide